4-(3-chloropyrazolo[1,5-a]pyridin-6-yl)morpholine ClC=1C=NN2C1C=CC(=C2)N2CCOCC2